benzenesulfonic acid-2-ethylhexyl amide C(C)C(CNS(=O)(=O)C1=CC=CC=C1)CCCC